ClC1=C(C#N)C=CC(=C1)N1CC2(CC1C)CCN(CC2)C2=CC=C(C=C2)C(=O)N2CCC(CC2)CN2CCC(CC2)C2=CC(=CC=C2)NC2C(NC(CC2)=O)=O 2-Chloro-4-(8-(4-(4-((4-(3-((2,6-dioxopiperidin-3-yl)amino)phenyl)piperidin-1-yl)methyl)piperidine-1-carbonyl)phenyl)-3-methyl-2,8-diazaspiro[4.5]decan-2-yl)benzonitrile